C(C)OC(=O)C=1OC(=CN1)C1=C(C=CC(=C1)C#N)F 5-(5-Cyano-2-fluorophenyl)oxazole-2-carboxylic acid ethyl ester